FC1(CC(C1)CN1N=C(C(=C1C)F)NC(C1=C(C=C(C=C1)NS(=O)(=O)CCO)N1CCC2(CC2)CC1)=O)F N-(1-((3,3-difluorocyclobutyl)methyl)-4-fluoro-5-methyl-1H-pyrazol-3-yl)-4-((2-hydroxyethyl)sulphonamido)-2-(6-azaspiro[2.5]oct-6-yl)benzamide